N[C@@H]1C2=CC=CC=C2CC12CCN(CC2)C2=CC=C(C(=N2)CO)C(=C)C2=NNCC2 (S)-6-(1-amino-1,3-dihydrospiro[indene-2,4'-piperidine]-1'-yl)-3-(1-(2-(hydroxymethyl)pyridin-3-yl)vinyl)-1,5-dihydro-4H-pyrazole